3,1-benzoxazin-2-one N=1C(OC=C2C1C=CC=C2)=O